FC1=CC=C(C=C1)C1(CC1)NCCC(=O)N1CC2CCC(C1)N2C2=NC=C(C#N)C=C2 6-(3-(3-((1-(4-fluorophenyl)cyclopropyl)amino)propanoyl)-3,8-diazabicyclo[3.2.1]octan-8-yl)nicotinonitrile